C1(CCC1)C=1C(=NN(C1C1CC(C1)(F)F)C)NC(=O)NCC(C)(C)C 1-(4-cyclobutyl-5-(3,3-difluorocyclobutyl)-1-methyl-1H-pyrazol-3-yl)-3-neopentylurea